CN1N=CC=2C1=NC=NC2SCC(=O)C2=CC=C(S2)CNS(=O)(=O)C N-((5-(2-((1-methyl-1H-pyrazolo[3,4-d]pyrimidin-4-yl)thio)acetyl)thiophen-2-yl)methyl)methanesulfonamide